CS(=O)(=O)O[C@@H]1C[C@H](CCC1)C=C |r| racemic-trans-3-vinylcyclohexyl methanesulfonate